ClC1(CC1)C(CC1=C(C=CC=C1)Cl)(CN1N=CN=C1)O 2-(1-chloro-cyclopropyl)-1-(2-chlorophenyl)-3-(1,2,4-triazol-1-yl)-propan-2-ol